1-(tert-Butyl)-3-(2-(isopropylthio)phenyl)-5-methyl-pyrazol-4-ol C(C)(C)(C)N1N=C(C(=C1C)O)C1=C(C=CC=C1)SC(C)C